((2r,6s)-2,6-dimethylmorpholino)(5-(2,4,5-trifluoro-3-hydroxyphenyl)isoxazol-3-yl)methanone C[C@H]1O[C@H](CN(C1)C(=O)C1=NOC(=C1)C1=C(C(=C(C(=C1)F)F)O)F)C